C(C)N1CCN(CC1)S(=O)(=O)C=1C=CC(=C(C=O)C1)O 5-((4-ethylpiperazin-1-yl)sulfonyl)-2-hydroxybenzaldehyde